O=C1NC(CCC1N1CC2=CC=C(C=C2C1)N1CCN(CC1)C1CCC(CC1)C#C)=O 2-(2,6-dioxopiperidin-3-yl)-5-(4-(4-ethynylcyclohexyl)piperazin-1-yl)isoindoline